N-benzyl-2-[[(2S)-1-methylpyrrolidin-2-yl]methoxy]-6-(4-prop-2-enoylpiperazin-1-yl)pyrimidine-4-carboxamide C(C1=CC=CC=C1)NC(=O)C1=NC(=NC(=C1)N1CCN(CC1)C(C=C)=O)OC[C@H]1N(CCC1)C